BrC1=CC=C(C=C1)N1N=C(C=C1C=1OC=CC1)C(F)(F)F 1-(4-bromophenyl)-5-(furan-2-yl)-3-(trifluoromethyl)pyrazole